C(C(=C)C)(=O)OCCO β-hydroxyethyl methacrylate